6-(chloromethyl)-5-fluoro-8-methyl-chromen-4-one ClCC=1C(=C2C(C=COC2=C(C1)C)=O)F